BrC1=CC2=C(N(C=N2)C2=CC=C(C(=N2)N2N=C(C=C2C)C#N)C2OCCC2)C=C1 1-[6-(5-bromobenzimidazol-1-yl)-3-tetrahydrofuran-2-yl-2-pyridyl]-5-methyl-pyrazole-3-carbonitrile